N-(1-(imidazo[1,2-a]pyridine-3-carbonyl)indolin-6-yl)-3-(4-methyl-1H-imidazol-1-yl)-5-(trifluoromethyl)benzamide N=1C=C(N2C1C=CC=C2)C(=O)N2CCC1=CC=C(C=C21)NC(C2=CC(=CC(=C2)C(F)(F)F)N2C=NC(=C2)C)=O